4-((2-((3-(ethylamino)propyl)amino)-4-methylbenzyl)amino)-2,5-difluoro-N-(thiazol-2-yl)-benzenesulfonamide C(C)NCCCNC1=C(CNC2=CC(=C(C=C2F)S(=O)(=O)NC=2SC=CN2)F)C=CC(=C1)C